FC=1C(=CC(=C(C(=O)NC2=CC=CC=C2)C1)O[C@@H](C)CC(C)C)N1N=C(N(C1=O)C)C(C)C 5-fluoro-4-[4-methyl-5-oxo-3-(prop-2-yl)-4,5-dihydro-1H-1,2,4-triazol-1-yl]-2-{[(2S)-4-methylpent-2-yl]oxy}-N-phenylbenzamide